tert-butyl (2-(5-(1-(4-methoxybenzyl)-2-oxopyrrolidin-3-yl)-1,3,4-oxadiazol-2-yl)pyridin-3-yl)(4-(trifluoromethyl)phenyl)carbamate COC1=CC=C(CN2C(C(CC2)C2=NN=C(O2)C2=NC=CC=C2N(C(OC(C)(C)C)=O)C2=CC=C(C=C2)C(F)(F)F)=O)C=C1